BrC1=C(C(=O)O)C=CC=C1N=[N+]=[N-] 2-bromo-azidobenzoic acid